FC(S(=O)(=O)OC1=C(SCC2CC12)C(=O)OCC)(F)F ethyl 5-(((trifluoromethyl)sulfonyl)oxy)-3-thiabicyclo[4.1.0]hept-4-ene-4-carboxylate